5-{[5-(3-hydroxycyclopentyl)-4-methyl-2-(2-methylpropan-2-yl)pyrazol-3-yl]amino}-2,3-dihydro-1λ6-benzothien-1,1-dione OC1CC(CC1)C=1C(=C(N(N1)C(C)(C)C)NC=1C=CC2=C(CCS2(=O)=O)C1)C